10-(2-(benzyloxy)ethyl)-7-chloro-8-ethylbenzo[g]pteridine C(C1=CC=CC=C1)OCCN1C2=C(NC=3C=NC=NC13)C=C(C(=C2)CC)Cl